CN(CC12CCC(CC1)C2)C N,N-dimethyl-norbornanemethylamine